N12CCC(CC1)(C2)N2C=C1C(N=C(NC1=O)C)=CC2=O 6-(1-azabicyclo[2.2.1]heptan-4-yl)-2-methylpyrido[4,3-d]pyrimidine-4,7(3H,6H)-dione